6-(Ethylamino)-4-(1-methyl-4-(4-methyl-4H-1,2,4-triazol-3-yl)-1H-pyrazol-5-yl)picolinic acid C(C)NC1=CC(=CC(=N1)C(=O)O)C1=C(C=NN1C)C1=NN=CN1C